N-[(2E)-3-(2-fluorobenzenesulfonyl)but-2-en-1-yl]-2-oxo-1,2,5,6,7,8-hexahydroquinoline-3-carboxamide FC1=C(C=CC=C1)S(=O)(=O)/C(=C/CNC(=O)C=1C(NC=2CCCCC2C1)=O)/C